BrC1=NN(C=C1C(C)=O)C (3-bromo-1-methyl-1H-pyrazol-4-yl)ethan-1-one